N1(N=CC=C1)C1=CC=C(C=C1)C1=CC=C(C=C1)C1=C(C=C2C(=N1)NC(=N2)O[C@@H]2CO[C@H]1[C@@H]2OC[C@H]1O)Cl (3R,3aR,6R,6aR)-6-((5-(4'-(1H-pyrazol-1-yl)-[1,1'-biphenyl]-4-yl)-6-chloro-3H-imidazo[4,5-b]pyridin-2-yl)oxy)hexahydrofuro[3,2-b]furan-3-ol